3-[[4-[5-isobutyl-2-(2H-tetrazol-5-yl)phenyl]piperazin-1-yl]methyl]-1-methyl-indazole C(C(C)C)C=1C=CC(=C(C1)N1CCN(CC1)CC1=NN(C2=CC=CC=C12)C)C=1N=NNN1